C(CC1=CC=CC=C1)C1=C(C2=CC=CC=C2C=C1)O phenethyl-naphthol